C(C)C(CN1C(=C(C(C=C1)=O)O)CC)CCCC N-(2-ethylhexyl)-2-ethyl-3-hydroxypyridine-4-one